(S)-4-(2-((tert-Butyldimethylsilyl)oxy)ethyl)-2-(methoxymethyl)-2-methyl-7-(benzenesulfonyl)-1,2,4,7-tetrahydro-3H-pyrrolo[3',2':5,6]Pyrido[3,4-b]Pyrazin-3-one [Si](C)(C)(C(C)(C)C)OCCN1C2=C(N[C@@](C1=O)(C)COC)C1=C(N=C2)N(C=C1)S(=O)(=O)C1=CC=CC=C1